[Br-].O=C(C[N+]1=C(C=CC=C1)C1=NC=CC=C1)C1=CC=C(C=C1)C(F)(F)F 1-{2-oxo-2-[4-(trifluoromethyl)phenyl]ethyl}-[2,2'-bipyridin]-1-ium bromide